NC1=NC2=C(C=3N1N=C(N3)C=3SC=CN3)C=NN2C(C(=O)NCC2(COC2)O)(C)C2=CC=CC=C2 2-(5-amino-2-(thiazol-2-yl)-7H-pyrazolo[4,3-e][1,2,4]triazolo[1,5-c]pyrimidin-7-yl)-N-((3-hydroxyoxetan-3-yl)methyl)-2-phenylpropanamide